tetramethyl-(ethylene) ammonium fluoride [F-].[NH4+].CC(=C(C)C)C